benzyl 7-(7-hydroxy-5-oxo-[1,3,4]thiadiazolo[3,2-a]pyrimidin-2-yl)-4-azaspiro[2.5]octane-4-carboxylate OC=1N=C2N(C(C1)=O)N=C(S2)C2CCN(C1(CC1)C2)C(=O)OCC2=CC=CC=C2